(S)-5-(6-Chloropyridin-2-yl)-N-(1-cyclopropylethyl)-7-methylpyrazolo[1,5-a]Pyrimidine ClC1=CC=CC(=N1)C1=NC=2N(C(=C1)C)N(CC2)[C@@H](C)C2CC2